CN(C(=O)N1CCN(CC1)C1=C2C[C@@H](N(CC2=CC=C1)C(=O)OC(C)(C)C)CN([C@H]1CCCC=2C=CC=NC12)C)C tert-Butyl (3R)-5-[4-(dimethylcarbamoyl)piperazin-1-yl]-3-[[methyl-[(8S)-5,6,7,8-tetrahydroquinolin-8-yl]amino]methyl]-3,4-dihydro-1H-isoquinoline-2-carboxylate